(S)-1-(4-((1-(5-(3,5-difluorophenyl)-4,5-dihydro-1H-pyrazole-1-carbonyl)azetidin-3-yl)oxy)-5-fluoropyridin-2-yl)-N-(2-hydroxyethyl)-3,5-dimethyl-1H-pyrazole-4-sulfonamide FC=1C=C(C=C(C1)F)[C@@H]1CC=NN1C(=O)N1CC(C1)OC1=CC(=NC=C1F)N1N=C(C(=C1C)S(=O)(=O)NCCO)C